C(=O)(OC(C)(C)C)N1CC(OCCC1)C#C N-Boc-2-ethynyl-1,4-oxaazepane